BrC1=CC(=C(C(=O)NC2=NC=CC(=N2)N2CCC(CC2)(F)F)C=C1)N1CCC2(CC2)CC1 4-Bromo-N-(4-(4,4-difluoropiperidin-1-yl)pyrimidin-2-yl)-2-(6-azaspiro[2.5]octan-6-yl)benzamide